8-(4-chlorophenyl)-2-(difluoromethoxy)-7-(oxan-2-yl)-3H-pyrazolo[1,5-a][1,3,5]triazin-4-one ClC1=CC=C(C=C1)C=1C(=NN2C1N=C(NC2=O)OC(F)F)C2OCCCC2